3-2-oxaspiro[3.3]heptan-6-yl-3-oxopropanenitrile C1OCC12CC(C2)C(CC#N)=O